CN(C/C=C/C(=O)N(C)C1=C2CN(CC2=CC=C1)C(=O)C=1C=C2C(C(NC2=CC1O)=O)(C)C)C (E)-4-(Dimethylamino)-N-(2-(6-hydroxy-3,3-dimethyl-2-oxoindoline-5-carbonyl)isoindolin-4-yl)-N-methylbut-2-enamide